divinylmethane C(=C)CC=C